7-cyclopropyl-4-hydroxy-1-(2-methylpyridin-3-yl)quinazolin-2(1H)-one C1(CC1)C1=CC=C2C(=NC(N(C2=C1)C=1C(=NC=CC1)C)=O)O